OC1=C(C(=O)OC)C=CC(=C1)OCCOCCOC methyl 2-hydroxy-4-[2-(2-methoxyethoxy)ethoxy]benzoate